(11aR,12aS)-2-methyl-3,11,11a,12a-tetrahydrospiro[benzo[5,6][1,2]thiazino[2,3-a]indole-12,1'-cyclopentane]-5,5-dioxide CC=1CC=C2[C@@H](C1)C1(CCCC1)[C@@H]1N(C=3C=CC=CC3C1)S2(=O)=O